C1(=CC(=C(C=C1)O)O)C1=CC(=C(C=C1)O)O [1,1'-biphenyl]-3,3',4,4'-tetrol